O[C@@H](C)C=1N(C=CN1)CC1=NOC(=C1)C1=CC=C(C=N1)C#CC1=CC=C(CNCC(=O)N)C=C1 (S)-2-((4-((6-(3-((2-(1-hydroxyethyl)-1H-imidazol-1-yl)methyl)isoxazol-5-yl)pyridin-3-yl)ethynyl)benzyl)amino)acetamide